(rac)-cis-6-[(4R)-4-hydroxycycloheptyl]-1-[1-[4-(trifluoromethoxy)benzoyl]-4-piperidyl]-3H-imidazo[4,5-b]pyridin-2-one O[C@H]1CC[C@H](CCC1)C=1C=C2C(=NC1)NC(N2C2CCN(CC2)C(C2=CC=C(C=C2)OC(F)(F)F)=O)=O |r|